NC=1C=CC(=C(C1)N1C(N=C2C=3C(=NC(=CC13)Cl)OCCN2C)=O)F 3-(5-amino-2-fluorophenyl)-5-chloro-10-methyl-9,10-dihydro-3H-7-oxa-1,3,6,10-tetraazacyclohepta[de]naphthalen-2(8H)-one